2-(2-Trifluoromethoxy-4-((5-oxo-4-(4-(trifluoromethyl)phenyl)-4,5-dihydro-1H-1,2,4-Triazol-1-yl)methyl)phenoxy)ethyl acetate C(C)(=O)OCCOC1=C(C=C(C=C1)CN1N=CN(C1=O)C1=CC=C(C=C1)C(F)(F)F)OC(F)(F)F